FC(OC1=C(C(=O)N[C@H]2[C@H](C2)F)C(=CC(=C1)C=1C=NN2C1C=CC(=C2)C(C)(C)O)OC)F 2-(difluoromethoxy)-N-[(1R,2S)-2-fluorocyclopropyl]-4-[6-(1-hydroxy-1-methylethyl)pyrazolo[1,5-a]pyridin-3-yl]-6-methoxybenzamide